NC1=C(C=C(C(=O)N2CCC(CC2)NC(CC)=O)C=C1)OC N-(1-(4-amino-3-methoxybenzoyl)piperidin-4-yl)propionamide